2-oxo-1-[5-(trifluoro-methoxy)-3-pyridyl]indoline-5-carboxamide O=C1N(C2=CC=C(C=C2C1)C(=O)N)C=1C=NC=C(C1)OC(F)(F)F